N-[(3R)-1-methylpiperidin-3-yl]-1-[2-(prop-1-yn-1-yl)-4-(trifluoromethyl)phenyl]pyrido[3,4-d]pyridazin-4-amine CN1C[C@@H](CCC1)NC=1N=NC(=C2C1C=NC=C2)C2=C(C=C(C=C2)C(F)(F)F)C#CC